5,5'-difluoro-2,2'-diaminobiphenyl FC=1C=CC(=C(C1)C1=C(C=CC(=C1)F)N)N